tert-butyl N-cyclopropyl-N-[(3S)-1-{6-[2-(methoxymethoxy)-4-[1-(oxan-2-yl)pyrazol-4-yl]phenyl]pyridazin-3-yl}pyrrolidin-3-yl]carbamate C1(CC1)N(C(OC(C)(C)C)=O)[C@@H]1CN(CC1)C=1N=NC(=CC1)C1=C(C=C(C=C1)C=1C=NN(C1)C1OCCCC1)OCOC